2,5-Dihydroxyterephthalaldehyde OC1=C(C=O)C=C(C(=C1)C=O)O